N-(5-(((2S,4R)-4-((6-(cyclopentyloxy)pyrimidin-4-yl)oxy)-2-methylpyrrolidin-1-yl)methyl)thiazol-2-yl)acetamide C1(CCCC1)OC1=CC(=NC=N1)O[C@@H]1C[C@@H](N(C1)CC1=CN=C(S1)NC(C)=O)C